C(C)(C)(C)OC(=O)N[C@H](CCOC1C=CCCC1)C(=O)OC methyl N-(tert-butoxycarbonyl)-O-(cyclohex-2-en-1-yl)-D-homoserinate